N1=C2C=C(C3=CC=CN=C13)O2 4-naphthyridinediyl ether